1,9-Nonandithiol C(CCCCCCCCS)S